4-((8-chloro-2,4-dioxo-3-phenethyl-3,4-dihydroquinazolin-1(2H)-yl)methyl)-N-hydroxybenzamide ClC=1C=CC=C2C(N(C(N(C12)CC1=CC=C(C(=O)NO)C=C1)=O)CCC1=CC=CC=C1)=O